4-(3,6-difluoro-4-iodopyridin-2-yl)morpholine FC=1C(=NC(=CC1I)F)N1CCOCC1